NC1=NC=CC(=C1Cl)SC=1C=CC=2C(=NC=C(N2)N2CCC3(CC2)[C@H](C2=CC=CC(=C2C3)Cl)N)N1 (R)-1'-(6-((2-amino-3-chloropyridin-4-yl)thio)pyrido[2,3-b]pyrazin-2-yl)-4-chloro-1,3-dihydrospiro[indene-2,4'-piperidin]-1-amine